C1(=CC=CC=C1)N1C(C=2C(C1=O)=CC=CC2)=O N-phenyl-(phthalimide)